BrC=1C(=C(OC2CCC(CC2)C(=O)OC)C=CC1)C(F)(F)F methyl (1r,4r)-4-(3-bromo-2-(trifluoromethyl)phenoxy)cyclohexane-1-carboxylate